BrC=1C(=C(C=C(C1)Cl)N1C[C@](CC1)(C(=O)O)NC(=O)OC(C)(C)C)CN1C2=NC=NC(=C2N=C1)NC(=O)OC(C)(C)C (R)-1-(3-bromo-2-((6-((tert-butoxycarbonyl)amino)-9H-purin-9-yl)methyl)-5-chlorophenyl)-3-((tert-butoxycarbonyl)amino)pyrrolidine-3-carboxylic acid